6-[3-[2-hydroxy-2-[1-(trifluoromethyl)cyclopropyl]ethoxyl]pyrazol-1-yl]-2-[(4S)-2,2,4-trimethylpyrrolidin-1-yl]pyridine-3-carboxamide OC(COC1=NN(C=C1)C1=CC=C(C(=N1)N1C(C[C@@H](C1)C)(C)C)C(=O)N)C1(CC1)C(F)(F)F